di-ethyl [bromo(cyano)methyl]phosphonate BrC(C#N)P(OCC)(OCC)=O